N=1C=CC=2C1NC=CC2C=2C=NN(C2)C2(CCS(CC2)(=O)=O)CC(=O)NCC(F)(F)F 2-(4-(4-(7H-pyrrolo[2,3-b]pyridin-4-yl)-1H-pyrazol-1-yl)-1,1-dioxotetrahydro-2H-thiopyran-4-yl)-N-(2,2,2-trifluoroethyl)acetamide